2-cyclopentyl-N3-(oxetan-3-yl)-6-pyrimidin-5-yl-pyridine-2,3-diamine C1(CCCC1)C1(NC(=CC=C1NC1COC1)C=1C=NC=NC1)N